N-{[(3R,5aS,6R,8aS,9R,10S,12R,12aR)-3,6,9-trimethyldecahydro-12H-3,12-epoxypyrano[4,3-j][1,2]benzodioxepin-10-yl]methyl}cyclopentanecarboxamide C[C@@]12OO[C@]34[C@@H](CC1)[C@@H](CC[C@H]3[C@H]([C@H](O[C@@H]4O2)CNC(=O)C2CCCC2)C)C